NC=1C=C(C2=C(C=CC=C2C1)I)C(=O)N1CC=2N=C(N=C(C2C1)N1C(CCCCC1)C)OCC1(CC1)CN(C)C (3-amino-8-iodonaphthalen-1-yl)(2-((1-((dimethylamino)methyl)cyclopropyl)methoxy)-4-(2-methylazepan-1-yl)-5,7-dihydro-6H-pyrrolo[3,4-d]pyrimidin-6-yl)methanone